[Na+].C1=CC=CC=2SC3=CC=CC=C3N(C12)CCCS(=O)(=O)[O-] 10H-phenothiazine-10-propanesulfonic acid sodium Salt